N-[5-(4-aminophenyl)-2-[4-(1,1,2,2,2-pentafluoroethoxy)phenyl]-1,2,4-triazol-3-yl]acetamide tert-butyl-1-benzyl-3-oxohexahydropyrrolo[3,4-b]pyrrole-5(1H)-carboxylate C(C)(C)(C)OC(=O)N1CC2N(CC(C2C1)=O)CC1=CC=CC=C1.NC1=CC=C(C=C1)C=1N=C(N(N1)C1=CC=C(C=C1)OC(C(F)(F)F)(F)F)NC(C)=O